C(C)(C)(C)OC(NCCC=1C=C(C=CC1)C1=CC(=C(C=C1)C#N)F)=O (2-(4'-cyano-3'-fluoro-[1,1'-biphenyl]-3-yl)ethyl)carbamic acid tert-butyl ester